ClC1=CC=C(C=N1)CN1N=C2N([C@H](C[C@H](C2)C(F)(F)F)C(=O)N2C[C@H](CC2)F)C1=O |&1:12,14| (5RS,7RS)-2-[(6-Chloropyridin-3-yl)methyl]-5-{[(3S)-3-fluoropyrrolidin-1-yl]carbonyl}-7-(trifluoromethyl)-5,6,7,8-tetrahydro[1,2,4]triazolo[4,3-a]pyridin-3(2H)-one